Cl.C1CC(CCC1)N(C)C 3-cyclohexyldimethylamine hydrochloride